COCCN1C[C@H]([C@@H](C1)C1=CC(=C(C(=C1)F)F)F)NC(N)=O 3-((3S,4R)-1-(2-methoxyethyl)-4-(3,4,5-trifluorophenyl)pyrrolidin-3-yl)urea